CN1N=C(C=C1C)C1=NC=2C(=NC=CC2C=2C=C3CCCC(C3=CC2)NC(=O)C2=NC(=NO2)C(C)(C)C)N1 3-tert-Butyl-[1,2,4]oxadiazole-5-carboxylic acid {6-[2-(1,5-dimethyl-1H-pyrazol-3-yl)-3H-imidazo[4,5-b]pyridin-7-yl]-1,2,3,4-tetrahydro-naphthalen-1-yl}-amide